NC=1C=2N(C3=CC(=C(C=C3N1)C)C(=O)N(C1COCC3=NC(=CC=C31)C(F)(F)F)C)C=NC2 4-amino-N,7-dimethyl-N-[2-(trifluoromethyl)-6,8-dihydro-5H-pyrano[3,4-b]pyridin-5-yl]imidazo[1,5-a]quinoxaline-8-carboxamide